ethyl 3-cyclopropyl-6-(2,3-difluoro-4-methylphenyl)-4-oxo-4,5-dihydropyrazolo-[1,5-a]pyrazine-2-carboxylate C1(CC1)C=1C(=NN2C1C(NC(=C2)C2=C(C(=C(C=C2)C)F)F)=O)C(=O)OCC